C(C1=CC=CC=C1)SC=1C(=CC(=NC1)Cl)C1=CC(=CC=C1)OC 5-benzylsulfanyl-2-chloro-4-(3-methoxyphenyl)pyridine